CC(C)(C1=CC=CC=C1)OO 1-methyl-1-phenylethyl hydroperoxide